[2H]C([2H])([2H])I Iodomethane-D3